FC1=CC=C(OC2=CC(=NC=C2)C(=O)N[C@@H]2C(N(C3=C(OC2)C=CC(=N3)C#CC(C)(C)O)C)=O)C=C1 (S)-4-(4-fluorophenoxy)-N-(7-(3-hydroxy-3-methylbut-1-yn-1-yl)-5-methyl-4-oxo-2,3,4,5-tetrahydropyrido[3,2-b][1,4]oxazepin-3-yl)pyridineamide